dichloro(pentamethylcyclopentadienyl)iridium dichloride Cl[Ir](C1(C(=C(C(=C1C)C)C)C)C)(Cl)(Cl)Cl